CC(C(=O)O)(C)C1=CC=C(C=C1)OC1=CC=C(C=C1)C(=O)N1CCOCC1 2-methyl-2-(4-(4-(morpholine-4-carbonyl)phenoxy)phenyl)propanoic acid